[K].CC(CCC)(CC)C1=C(C=C(C=C1)C)O 2-(1-methyl-1-ethylbutyl)-5-methylphenol, potassium salt